ClC1=NC2=C(C=CC=C2C=C1C(=O)O)Cl 2,8-dichloroquinoline-3-carboxylic acid